4-Amino-4-deoxy-α-D-rhamnopyranosyl-(1→2)-4-amino-4-deoxy-α-D-rhamnopyranosyl-(1→2)-4-amino-4-deoxy-D-rhamnose N[C@H]1[C@@H]([C@@H]([C@H](O[C@@H]1C)O[C@@H]1[C@H](O[C@@H]([C@H]([C@@H]1O)N)C)O[C@H](C=O)[C@@H](O)[C@@H]([C@H](O)C)N)O)O